methyl-1H-indazol-6-yl-boronic acid CN1N=CC2=CC=C(C=C12)B(O)O